C(#N)C=1N=C2C(=CC(N(C2=CC1)C)=O)N1C[C@H](N(C[C@@H]1C)C(C(=O)NC1=NOC=C1)C1=CC=C(C=C1)F)C 2-((2r,5s)-4-(6-cyano-1-methyl-2-oxo-1,2-dihydro-1,5-naphthyridin-4-yl)-2,5-dimethylpiperazin-1-yl)-2-(4-fluorophenyl)-N-(isoxazol-3-yl)acetamide